tert-Butyl ((2-(6-((tert-butoxycarbonyl)amino) hexyl)-6-methyl pyridin-3-yl)sulfonyl)-L-prolinate C(C)(C)(C)OC(=O)NCCCCCCC1=NC(=CC=C1S(=O)(=O)N1[C@@H](CCC1)C(=O)OC(C)(C)C)C